CC=1N=C2C(=NC1)C(=NC(=C2)N2CC(OCC2)C2=CC(=NC=C2)C)C=2C=NC(=CC2)C(F)(F)F 4-(2-methyl-5-(6-(trifluoromethyl)pyridin-3-yl)pyrido[3,4-b]pyrazin-7-yl)-2-(2-methylpyridin-4-yl)morpholine